ClCC1=CC=CO1 5-(chloromethyl)-furan